N-(5-((1,4-dioxane-2-yl)methoxy)-1,3,4-thiadiazol-2-yl)-2'-chloro-5'-(difluoromethoxy)-6-methyl-(4,4'-bipyridine)-3-carboxamide O1C(COCC1)COC1=NN=C(S1)NC(=O)C=1C=NC(=CC1C1=CC(=NC=C1OC(F)F)Cl)C